2-(3-(2-((2-aminoethyl)(methyl)amino)ethoxy)phenyl)-N-(4-(1-(cyclopropanecarbonyl)indolin-5-yl)-5-methylthiazol-2-yl)acetamide NCCN(CCOC=1C=C(C=CC1)CC(=O)NC=1SC(=C(N1)C=1C=C2CCN(C2=CC1)C(=O)C1CC1)C)C